CC1=CN=C2C(=N1)NC=C2C2=NC=CC=C2 3-methyl-7-(pyridin-2-yl)-5H-pyrrolo[2,3-b]pyrazine